Butyl 4-[5-chloro-1-(4-fluorophenyl)-2-isopropyl-4-(methoxymethoxy)pyrrolo[2,3-c]pyridin-3-yl]benzoate ClC=1C(=C2C(=CN1)N(C(=C2C2=CC=C(C(=O)OCCCC)C=C2)C(C)C)C2=CC=C(C=C2)F)OCOC